C(CCC)C1=C(C(=C(C(=N1)O)C(=O)N1CCC(CC1)C1=CC=CC=C1)O)C1=C(C=CC=C1OC)OC 6-butyl-5-(2,6-dimethoxyphenyl)-3-(4-phenylpiperidine-1-carbonyl)pyridine-2,4-diol